S-(3-((tert-butyldimethylsilyl) oxy)-2-(4-fluorothiophen-2-yl) propyl) thioacetate C(C)(=O)SCC(CO[Si](C)(C)C(C)(C)C)C=1SC=C(C1)F